3-(8-Amino-2-(2-chloro-6-fluorobenzyl)-5-(pyrimidin-4-yl)-[1,2,4]triazolo[1,5-a]pyrazin-6-yl)benzonitrile NC=1C=2N(C(=C(N1)C=1C=C(C#N)C=CC1)C1=NC=NC=C1)N=C(N2)CC2=C(C=CC=C2F)Cl